C1=CC=CC2=CC3=CC=CC=C3C(=C12)C=O 9-Anthracenecarbaldehyde